3-(bromomethyl)-4-chlorothieno[3,2-c]pyridine-2-carboxylic acid ethyl ester C(C)OC(=O)C1=C(C=2C(=NC=CC2S1)Cl)CBr